4-methyl-N'-(4-(pyrimidin-2-yl)phenyl)thiazole-2-carbohydrazonoyl cyanide CC=1N=C(SC1)C(=NNC1=CC=C(C=C1)C1=NC=CC=N1)C#N